(±)-5-Benzyl-N-(2-oxo-8-((4-(pyridin-4-yl)piperazin-1-yl)methyl)-2,3,4,5-tetrahydro-1H-benzo[b]azepin-3-yl)-1H-1,2,4-triazole-3-carboxamide C(C1=CC=CC=C1)C1=NC(=NN1)C(=O)N[C@@H]1CCC2=C(NC1=O)C=C(C=C2)CN2CCN(CC2)C2=CC=NC=C2 |r|